5-BROMO-3-METHYL-1-PHENYL-1H-PYRAZOLE-4-CARBOXALDEHYDE BrC1=C(C(=NN1C1=CC=CC=C1)C)C=O